NCC=1C2=C(C(NN1)=O)C=NC(=C2)C2=C(N(N=C2)C)C2=C(C#N)C(=CC=C2)CC 2-[4-[1-(aminomethyl)-4-oxo-3H-pyrido[3,4-d]pyridazin-7-yl]-2-methyl-pyrazol-3-yl]-6-ethyl-benzonitrile